OC1(CCN(CC1)C(=O)[C@H]1[C@@H](CN(CC1)CC1=NC(=NC=C1)C)C1=CC=CC=C1)CN1C=NC2=C(C1=O)C=CN2C2=CC=CC=C2 3-[[4-hydroxy-1-[(3R,4R)-1-[(2-methylpyrimidin-4-yl)methyl]-3-phenyl-piperidine-4-carbonyl]-4-piperidinyl]methyl]-7-phenyl-pyrrolo[2,3-d]pyrimidin-4-one